BrC1=CN(C2=C1N=C(N=C2)Cl)C(C)C 7-bromo-2-chloro-5-isopropyl-5H-pyrrolo[3,2-d]pyrimidine